C(C1=CC=CC=C1)OC1=C2C(=NC(=N1)CO)N(N=C2)C2=C(C=C(C=C2)F)OCCC#C [4-benzyloxy-1-(2-but-3-ynoxy-4-fluoro-phenyl)pyrazolo[3,4-d]pyrimidin-6-yl]methanol